1-((S)-2-((6-(((R)-6-methoxy-1,2-dimethyl-1,2,3,4-tetrahydroisoquinolin-7-yl)amino)-1H-pyrazolo[3,4-d]pyrimidin-1-yl)methyl)pyrrolidin-1-yl)ethan-1-one COC=1C=C2CCN([C@@H](C2=CC1NC1=NC=C2C(=N1)N(N=C2)C[C@H]2N(CCC2)C(C)=O)C)C